COCCN1N=CC(=C1)C1(NC=NC=C1)N 4-(1-(2-methoxyethyl)-1H-pyrazol-4-yl)-4-aminopyrimidine